COCCOC(=O)C=1C2=C(OC1C)C1=CC=CC=C1C=C2NS(=O)(=O)C2=CC=C(C=C2)C(C)(C)C (4-(tert-butyl)phenylsulfonamido)-2-methylnaphtho[1,2-b]furan-3-carboxylic acid 2-methoxyethyl ester